FC=1C(=CC=2N(C1)C(=NC2C)C)C(=O)N 6-fluoro-1,3-dimethylimidazo[1,5-a]pyridine-7-carboxamide